NC1=NC(=C(C=2N1C(N(N2)CC2=NC=C(C=C2)F)=O)C=2C=C1C=NNC1=C(C2)C)C2=CC=CC=C2 5-amino-2-[(5-fluoro-2-pyridyl)methyl]-8-(7-methyl-1H-indazol-5-yl)-7-phenyl-[1,2,4]triazolo[4,3-c]pyrimidin-3-one